(4S)-1-(azetidin-3-yl)-4-(4,5-dichloro-2-hydroxyphenyl)pyrrolidin-2-one N1CC(C1)N1C(C[C@H](C1)C1=C(C=C(C(=C1)Cl)Cl)O)=O